FC1=CC=C(C=C1)C=1C2=CN(N=C2N=C(C1C1=CC=NC=C1)C1=CC=C(C=C1)F)C 4,6-bis(p-fluorophenyl)-2-methyl-5-(4-pyridyl)-1,2,7-triaza-2H-indene